NC1=NC=C(C=C1OC1=CC(=C(OCC2=CC=C(C#N)C=C2)C=C1)OC)Cl 4-((4-((2-amino-5-chloropyridin-3-yl)oxy)-2-methoxyphenoxy)methyl)benzonitrile